C(CCC)C1=NN(C(=C1O)CC(C)C)CC 3-n-butyl-5-isobutyl-1-ethyl-4-hydroxy-pyrazole